Cl.ClC1=CN=C(C2=CC=CC=C12)C(C)(C)N 2-(4-chloroisoquinolin-1-yl)propan-2-amine hydrochloride